cis-1-((4H-1,2,4-triazol-4-yl)methyl)-N-(3-(4-chloro-2H-1,2,3-triazol-2-yl)-4-(trifluoromethyl)phenyl)-3-methyl-6-azabicyclo[3.1.1]heptane-6-carboxamide N=1N=CN(C1)CC12CC(CC(N1C(=O)NC1=CC(=C(C=C1)C(F)(F)F)N1N=CC(=N1)Cl)C2)C